C1(=CC(=CC=C1)N1CCC2=CC(=CC=C12)N)N1CCC2=CC(=CC=C12)N 1,1'-(1,3-phenylene)bis(indoline-5-amine)